C1(=CC=C(C=C1)C1=C(C(=O)O)C=CN=C1)C 3-(p-tolyl)isonicotinic acid